(R)-(4-(4-(difluoromethoxy)pyrazolo[1,5-a]pyridin-2-yl)-6,7-dihydro-1H-imidazo[4,5-c]pyridin-5(4H)-yl)(5-(1-methyl-1H-pyrazol-4-yl)-1,3,4-oxadiazol-2-yl)methanone FC(OC=1C=2N(C=CC1)N=C(C2)[C@@H]2N(CCC1=C2N=CN1)C(=O)C=1OC(=NN1)C=1C=NN(C1)C)F